1-(3,5-dichloropyridin-4-yl)-5-(trifluoromethyl)-1H-pyrazole-4-carboxylic acid ethyl ester C(C)OC(=O)C=1C=NN(C1C(F)(F)F)C1=C(C=NC=C1Cl)Cl